N,N-Di-methyl-1,2-bis(aminomethyl)benzol CN(C)CC1=C(C=CC=C1)CN